CN(C)CC1N2CCC(C1=O)(CC2)C 2-((Dimethylamino)methyl)-4-methylquinuclidin-3-one